FC1=C(CNC(=O)C2CCN(CC2)C2=NC3=C(C=CC=C3C=C2)C)C=CC(=C1C=1NC(C=C(N1)C(C)C)=O)C(F)(F)F N-[2-fluoro-3-(4-isopropyl-6-oxo-1,6-dihydropyrimidin-2-yl)-4-(trifluoromethyl)benzyl]-1-(8-methyl-Quinolin-2-yl)piperidine-4-carboxamide